[13C@@H]1([13C@H](O)[13C@H](O)[13C@@H]([13CH2]O)O1)N1[13CH]=N[13C]=2[13C](N)=N[13CH]=N[13C]12 adenosine-13C10